The molecule is an acetylenic fatty acid that is octanoic acid (caprylic acid) which has been doubly dehydrogenated at positions 2 and 3 to give the corresponding alkynoic acid. It is widely used in perfumes, lipstick, and many common food flavourings. It is a monounsaturated fatty acid and an acetylenic fatty acid. CCCCCC#CC(=O)O